(tert-butyldiphenylsilyl)oxy(methyl)-2,2,6-trimethyltetrahydrothieno[3,4-d][1,3]dioxol-4-yl acetate C(C)(=O)OC1(SC(C2OC(OC21C)(C)C)C)O[Si](C2=CC=CC=C2)(C2=CC=CC=C2)C(C)(C)C